CC(C)(C)OO 1,1-dimethylethyl hydrogen peroxide